N1(CNCC1)C1=NC(=C2NC=NC2=N1)N 2-(imidazolidinyl)adenine